5-(methyl-methyl)uracil CCC=1C(NC(NC1)=O)=O